(S)-7-(4-acryloyl-2-methylpiperazin-1-yl)-9-chloro-10-(3,4,5-trifluorophenyl)-2,3-dihydro-5H-[1,4]thiazino[2,3,4-ij]quinazolin-5-one C(C=C)(=O)N1C[C@@H](N(CC1)C1=NC(N2C3=C(C(=C(C=C13)Cl)C1=CC(=C(C(=C1)F)F)F)SCC2)=O)C